C1(CCCCC1)[C@@H](C(=O)N1[C@@H](CCC1)C=1SC=C(N1)C(C1=CC(=CC=C1)OC)=O)NC([C@H](C)N(C(OC(C)(C)C)=O)C)=O tert-butyl ((S)-1-(((S)-1-cyclohexyl-2-((S)-2-(4-(3-methoxybenzoyl)thiazol-2-yl)pyrrolidin-1-yl)-2-oxoethyl)amino)-1-oxopropan-2-yl)(methyl)carbamate